[4-(4-methylphenylthio)phenyl]-phenyl-methanone CC1=CC=C(C=C1)SC1=CC=C(C=C1)C(=O)C1=CC=CC=C1